ClC=1C=C(C=C2C=C(N=CC12)NC(=O)[C@H]1[C@@H](C1)C#N)N1C(NC2=C1C=CC=C2)=O |r| (±)-trans-N-[8-chloro-6-(2-oxo-3H-benzoimidazol-1-yl)-3-isoquinolinyl]-2-cyano-cyclopropanecarboxamide